OC1(CC(C1)C(=O)N1CC2(C1)CCC(CC2)C2=CC(=C(C=C2)C(F)(F)F)OC)C ((1s,3s)-3-Hydroxy-3-methylcyclobutyl)(7-(3-methoxy-4-(trifluoromethyl)phenyl)-2-azaspiro[3.5]nonan-2-yl)methanone